6-chloro-1-(1,1-dimethylsilinan-4-yl)-3-methyl-1H-pyrazolo[3,4-d]pyrimidine ClC1=NC=C2C(=N1)N(N=C2C)C2CC[Si](CC2)(C)C